C(C1=CC=CC=C1)OC(=O)C12CC(C1)(C2)C(=O)O 3-((benzyloxy)carbonyl)bicyclo[1.1.1]pentane-1-carboxylic acid